ClC=1C=CC2=C3N(N=C2C1[N+](=O)[O-])CCNC3 8-chloro-7-nitro-1,2,3,4-tetrahydropyrazino[1,2-b]indazole